ClC1=CC=C(C=C1)C(C(=C)C=1SC=CC1)=O 1-(4-chlorophenyl)-2-(thiophen-2-yl)prop-2-en-1-one